(R)-2-acetylamino-N-benzyl-3-methoxypropionamide ethyl-P-(4-(5-(chlorodifluoromethyl)-1,2,4-oxadiazol-3-yl)-2-fluorobenzyl)-N-(2-fluorobenzyl)phosphonamidate C(C)OP(=O)(NCC1=C(C=CC=C1)F)CC1=C(C=C(C=C1)C1=NOC(=N1)C(F)(F)Cl)F.C(C)(=O)N[C@@H](C(=O)NCC1=CC=CC=C1)COC